(3,5-di-t-butyl-4-hydroxyphenyl)propionic acid octadecyl ester C(CCCCCCCCCCCCCCCCC)OC(C(C)C1=CC(=C(C(=C1)C(C)(C)C)O)C(C)(C)C)=O